BrC=1C=CC(=C(CO[Si](C2=CC=CC=C2)(C2=CC=CC=C2)C(C)(C)C)C1)[N+](=O)[O-] ((5-bromo-2-nitrobenzyl)oxy)(tert-butyl)diphenylsilane